C(C)C(CP(O)(=O)CC(CCCC)CC)CCCC.CC1=NC=C(C=N1)OC1=C(C=C(C=C1)[N+](=O)[O-])C 2-methyl-5-(2-methyl-4-nitrophenoxy)pyrimidine bis(2-ethylhexyl)phosphinate